COC(C1CCN(CC1)C1=CC=C(C=C1)C1=C(CCCC=2C=3C=NN(C3C=CC21)C2OCCCC2)CC)OC 6-[4-[4-(dimethoxymethyl)-1-piperidyl]phenyl]-7-ethyl-3-tetrahydropyran-2-yl-9,10-dihydro-8H-cyclohepta[e]indazole